OC(COC(C=C)=O)C.C(C(=C)C)(=O)OCC[N+](C)(C)C [2-(methacryloyloxy)ethyl]trimethylammonium 2-hydroxypropyl-acrylate